tantalum Lanthanum Gallium [Ga].[La].[Ta]